DIALLYL-TETRAVINYLETHYLENE glycol C(C=C)C(=CC(C(C=C)(C=C)O)(C=C)O)CC=C